4'-isobutyl-acetophenone C(C(C)C)C1=CC=C(C=C1)C(C)=O